benzophenanthrenedione C1(C=2C=3C=CC=CC3C3=C(C2C=CC1=O)C=CC=C3)=O